C(C)C(C(=O)OOOC(C)(C)C)CCCC t-butylperoxy 2-ethylhexanoate